(4-(Benzofuran-2-yl)-1H-pyrrolo[2,3-c]pyridin-1-yl)(4-fluorophenyl)methanone O1C(=CC2=C1C=CC=C2)C2=C1C(=CN=C2)N(C=C1)C(=O)C1=CC=C(C=C1)F